BrC=1C(=C(C(=O)C2CNC3CCCCC3C2=O)C=C(C1)C)OCOC 3-(3-bromo-2-(methoxymethoxy)5-methylbenzoyl)octahydro-4H-quinolin-4-one